O1C(=CC=C1)C1=NC(=NC(=C1C(=O)OCC)SC)NCCOC ethyl 4-(2-furanyl)-2-(2-methoxyethylamino)-6-methylsulfanyl-pyrimidine-5-carboxylate